isopropyl (S)-6-diazo-2-((S)-2-(2-hydroxyethoxy)-3-(1H-indol-3-yl)propanamido)-5-oxohexanoate [N+](=[N-])=CC(CC[C@@H](C(=O)OC(C)C)NC([C@H](CC1=CNC2=CC=CC=C12)OCCO)=O)=O